BrC1=CC(=CC=C1)CCC(=C)C(F)(F)F 1-bromo-3-(3-(trifluoromethyl)but-3-en-1-yl)benzene